1-(cyclopropylmethyl)-4-((3-(2,4-difluoro-6-(1-hydroxyethyl)phenyl)-1-methyl-1H-pyrazol-4-yl)methyl)-1H-pyrazole-3-carbonitrile C1(CC1)CN1N=C(C(=C1)CC=1C(=NN(C1)C)C1=C(C=C(C=C1C(C)O)F)F)C#N